ClC=1C=C(C=CC1)N1CCN(CC1)CC(COC1=CC=CC=C1)O (4-(3-chlorophenyl)piperazin-1-yl)-3-phenoxypropan-2-ol